8-(1,3-dimethyl-1H-pyrazol-4-yl)-1-(Sa)-(3-fluoro-5-methoxy-pyridin-4-yl)-7-methoxy-3-methyl-1,3-dihydro-imidazo[4,5-c]quinolin-2-one hydrate O.CN1N=C(C(=C1)C1=CC=2C3=C(C=NC2C=C1OC)N(C(N3C3=C(C=NC=C3OC)F)=O)C)C